8-cyclopentyl-5-(furan-3-yl)-2-(4-(phenethylamino)piperidin-1-yl)pyrido[2,3-d]pyrimidin-7-one C1(CCCC1)N1C(C=C(C2=C1N=C(N=C2)N2CCC(CC2)NCCC2=CC=CC=C2)C2=COC=C2)=O